BrC1=CC=C(S1)/C=C/C(=O)C1=CC=2C(=C3C=CC(OC3=CC2)(C)C)O1 (E)-3-(5-bromothiophen-2-yl)-1-(7,7-dimethyl-7H-furo[2,3-f]chromen-2-yl)prop-2-ene-1-one